(R)-5-((((2'-(3-((3-(((1-acetylpiperidin-4-yl)amino)methyl)-2-fluorophenyl)amino)-2-chlorophenyl)-3'-chloro-6-methoxy-[2,4'-bipyridin]-5-yl)methyl)amino)methyl)pyrrolidin-2-one C(C)(=O)N1CCC(CC1)NCC=1C(=C(C=CC1)NC=1C(=C(C=CC1)C1=NC=CC(=C1Cl)C1=NC(=C(C=C1)CNC[C@H]1CCC(N1)=O)OC)Cl)F